CN1N=CC(=C1)C=1C=NN2C1C=C(C=C2)C2=CNC=1N=C(N=CC12)NCC(C)(C)C 5-(3-(1-methyl-1H-pyrazol-4-yl)pyrazolo[1,5-a]pyridin-5-yl)-N-neopentyl-7H-pyrrolo[2,3-d]pyrimidin-2-amine